N1=CC=CC(=C1)N Pyridin-5-ylamine